C1=CC=CC=2C3=CC=CC=C3C(C12)COC(=O)N[C@H](C(=O)NC=1C=CC(=C(C1)S(=O)(=O)[O-])CO)CCCNC(=O)N 5-[[(2S)-2-(9H-fluoren-9-ylmethoxycarbonylamino)-5-ureido-pentanoyl]amino]-2-(hydroxymethyl)benzenesulfonate